O=C(CCCC(=O)O)N1CCCC1 5-oxo-5-(pyrrolidin-1-yl)pentanoic acid